(R)-3-methyl-4-(4-(2-(methylsulfonyl)phenyl)-1-(1-((2-(trimethylsilyl)ethoxy)methyl)-1H-pyrazol-3-yl)-1H-pyrrolo[2,3-b]pyridin-6-yl)morpholine C[C@H]1N(CCOC1)C1=CC(=C2C(=N1)N(C=C2)C2=NN(C=C2)COCC[Si](C)(C)C)C2=C(C=CC=C2)S(=O)(=O)C